1-(R)-1-cyclobutylpiperidin-3-amine HCl salt Cl.C1(CCC1)N1CC(CCC1)N